ethyl (S)-3-aminopropanoate NCCC(=O)OCC